N1=CC(=CC=C1)CN1C[C@@H](CC1)C(=O)OC methyl (3R)-1-(pyridin-3-ylmethyl)pyrrolidine-3-carboxylate